N-((S)-2-cyano-1-(4-(ethylsulfonyl)phenyl)ethyl)-4-((2S,4S)-2-((difluoromethoxy)methyl)-4-(4-(4-fluoro-1H-pyrazol-1-yl)phenoxy)pyrrolidin-1-yl)benzamide C(#N)C[C@@H](C1=CC=C(C=C1)S(=O)(=O)CC)NC(C1=CC=C(C=C1)N1[C@@H](C[C@@H](C1)OC1=CC=C(C=C1)N1N=CC(=C1)F)COC(F)F)=O